1-(4-(benzo[d]thiazol-7-yl)benzyl)-3-(2-ethynyl-thiazol-4-yl)-1-(2-(methylsulfonyl)-ethyl)urea S1C=NC2=C1C(=CC=C2)C2=CC=C(CN(C(=O)NC=1N=C(SC1)C#C)CCS(=O)(=O)C)C=C2